CNCCCC methyl-n-butylamine